FC1=C2C(=NN=C(C2=C(C(=C1F)F)F)C1=CC(=CC=C1)C1=CC=CC=C1)C1=CC(=CC=C1)C1=CC=CC=C1 5,6,7,8-tetrafluoro-1,4-bis(3-phenylphenyl)phthalazine